Cyclopropyl-((1R,3R,4R,5S)-3-ethynyl-5-(trifluoromethoxy)-2-azabicyclo[2.2.1]heptan-2-yl)methanone C1(CC1)C(=O)N1[C@H]2C[C@@H]([C@@H]([C@@H]1C#C)C2)OC(F)(F)F